5-{1,3-dioxo-2-[2-(1H-1,2,3,4-tetrazol-1-yl)acetyl]-2,3-dihydro-1H-indene-5-carbonyl}-2-[2-(1H-1,2,3,4-tetrazol-1-yl)acetyl]-2,3-dihydro-1H-indene-1,3-dione O=C1C(C(C2=CC(=CC=C12)C(=O)C=1C=C2C(C(C(C2=CC1)=O)C(CN1N=NN=C1)=O)=O)=O)C(CN1N=NN=C1)=O